FC=1C=C2C(C=CN3C2=C(C1N1CCNCC1)OCC3C)=O 9-fluoro-3-methyl-10-(piperazin-1-yl)-2H-[1,4]oxazino[2,3,4-ij]quinolin-7(3H)-one